4-methyl-pentanoic acid ethyl ester dihydrochloride Cl.Cl.C(C)OC(CCC(C)C)=O